sodium (2R)-2-[(2R)-3,4-dihydroxy-5-oxo-2H-furan-2-yl]-2-hydroxy-ethanolate OC=1[C@H](OC(C1O)=O)[C@@H](C[O-])O.[Na+]